O=C1NC(CCC1N1C(C2=CC=CC(=C2C1=O)NCC=1C=NN(C1)C1CN(C1)C1=CC=CC=C1)=O)=O 2-(2,6-dioxopiperidin-3-yl)-4-(((1-(1-phenylazetidin-3-yl)-1H-pyrazol-4-yl)methyl)amino)isoindoline-1,3-dione